2-(4-Cyclopropyl-1H-imidazol-1-yl)-N-(2,4-dimethoxybenzyl)-5-nitrobenzene-sulfonamide C1(CC1)C=1N=CN(C1)C1=C(C=C(C=C1)[N+](=O)[O-])S(=O)(=O)NCC1=C(C=C(C=C1)OC)OC